[2-[1-(cyclopropylmethyl)-6-ethylpyrrolo[2,3-b]pyridin-2-yl]-5-methoxy-3-methylimidazo[1,2-a]pyridin-7-yl]-(1,8-diazaspiro[3.5]nonan-8-yl)methanone C1(CC1)CN1C(=CC=2C1=NC(=CC2)CC)C=2N=C1N(C(=CC(=C1)C(=O)N1CCCC3(CCN3)C1)OC)C2C